C1(CC1)S(=O)(=O)NC(C1=CC=C(C=C1)[C@H](C)NC([C@@H](C(C)C)OCC1=CC=C(C=C1)F)=O)=O N-(cyclopropylsulfonyl)-4-((S)-1-((R)-2-((4-fluorobenzyl)oxy)-3-methylbutanoylamino)ethyl)benzamide